NC1(COC1)C1=CC=C(C=N1)C1=CC2=C(N=C3N2[C@H]2C4=C(C(N([C@@H]3C2)C([2H])([2H])[2H])=O)C=CC=C4C#C[Si](C(C)C)(C(C)C)C(C)C)C=C1 (7R,14R)-11-(6-(3-aminooxetan-3-yl)pyridin-3-yl)-6-(methyl-d3)-1-((triisopropylsilyl)ethynyl)-6,7-dihydro-7,14-methanobenzo[f]benzo[4,5]imidazo[1,2-a][1,4]diazocin-5(14H)-one